C(#N)C=1C(=NC(=CC1C(F)(F)F)C)N1C[S@@](C[C@H]1C(=O)N(C=1C=C(C=CC1)C)C(C)C)=O (1R,4R)-3-(3-cyano-6-methyl-4-(trifluoromethyl)pyridin-2-yl)-N-isopropyl-N-(m-tolyl)thiazolidine-4-carboxamide 1-oxide